FC1=C(C=CC(=C1)F)N1N=C(C2=CC=CC=C2C1=O)N1CC(CCC1)C(C(=O)O)(C)C 2-(1-(3-(2,4-Difluorophenyl)-4-oxo-3,4-dihydrophthalazin-1-yl)piperidin-3-yl)-2-methyl-propanoic acid